ClC=1C=C2C=C(C(NC2=CC1OC)=O)C(C)NS(=O)C(C)(C)C N-(1-(6-chloro-7-methoxy-2-oxo-1,2-dihydroquinolin-3-yl)ethyl)-2-methylpropan-2-sulfinamide